C[C@H]1NCCC=2N=C(N=CC21)SC (R)-5-methyl-2-(methylthio)-5,6,7,8-tetrahydropyrido[4,3-d]pyrimidine